COC(C1=C(C=C(C=C1)[N+](=O)[O-])COCC#C)=O.NC1=C(C=C(C(=C1)Br)F)CC(=O)NC([2H])([2H])[2H] 2-(2-amino-4-bromo-5-fluorophenyl)-N-(methyl-d3)acetamide methyl-4-nitro-2-((prop-2-yn-1-yloxy)methyl)benzoate